OC1(C(=CC=CC1)C1=CC=CC=C1)O 2,2-dihydroxybiphenyl